C1COCCN2C1=CC=1C=CC=CC21 1,2,4,5-tetrahydro-[1,4]oxazepino[4,5-a]indole